OC1(CCN(CC1)C(=O)OC(C)(C)C)CN1C=NC2=CC=C(C=C2C1=O)OCCN1CCN(CC1)C tert-butyl 4-hydroxy-4-((6-(2-(4-methylpiperazin-1-yl)ethoxy)-4-oxoquinazolin-3(4H)-yl)methyl)piperidine-1-carboxylate